N(=[N+]=[N-])C1=CC(=C(C=C1)NCCOCCN[C@@H]1[C@@H]([C@H]([C@@H]([C@@](C1)(O)CO)O)O)O)[N+](=O)[O-] (1S,2S,3R,4S,5S)-5-((2-(2-((4-azido-2-nitrophenyl)amino)ethoxy)ethyl)amino)-1-(hydroxymethyl)cyclohexane-1,2,3,4-tetraol